Natrium-Calcium Edetat C(N(CC(=O)[O-])CC(=O)O)CN(CC(=O)[O-])CC(=O)[O-].[Ca+2].[Na+]